C(C)(C)(C)[Si](O[C@H](C(=O)O[C@@H](C)C(=O)O[C@@H](C)C(=O)O[C@@H](C)C(=O)O[C@@H](C)C(=O)O)C)(C1=CC=CC=C1)C1=CC=CC=C1 (S)-2-(tert-butyl-diphenyl-silanyloxy)-propionic acid, (S)-1-{(S)-1-[(S)-1-((S)-1-carboxy-ethoxycarbonyl)-ethoxycarbonyl]-ethoxycarbonyl}-ethyl ester